C(C)(C)(C)OC(=O)N1C2CC(CC1COC1=NC=C(C=C1)C(F)(F)F)C2 3-({[5-(trifluoromethyl)pyridin-2-yl]oxy}methyl)-2-azabicyclo[3.1.1]heptane-2-carboxylic acid tert-butyl ester